COC=1C=C(C=CC1OC1=C(C=C(C=C1)C(F)(F)F)C)C1C=2C(NC(C1)=O)=NNC2 4-{3-methoxy-4-[2-methyl-4-(trifluoromethyl)phenoxy]phenyl}-2H,4H,5H,6H,7H-pyrazolo[3,4-b]pyridin-6-one